1-oxo-4-hydroxymethyl-2,6,7-trioxa-1-phosphabicyclo(2.2.2)octane O=P12OCC(CO1)(CO2)CO